N-(2-(2-(cyclopropanesulfonamido)thiazol-4-yl)propan-2-yl)-4-(6-methoxypyrazin-2-yl)benzamide C1(CC1)S(=O)(=O)NC=1SC=C(N1)C(C)(C)NC(C1=CC=C(C=C1)C1=NC(=CN=C1)OC)=O